CN[C@@H]1CNCC1 (S)-3-(methylamino)pyrrolidin